C(C)N1C(=O)C(=O)C2=CC(=CC=C12)F N-ethyl-5-fluoroisatin